C(CC)S(=O)(=O)OC1=C(O[C@](C1=O)([2H])C1=CC=C(C=C1)Cl)N (R)-2-amino-5-(4-chlorophenyl)-4-oxo-4,5-dihydrofuran-3-yl-5-d propane-1-sulfonate